(2S)-2-[(1S)-1-hydroxyethyl]-pyrrolidine-1-carboxylic acid tert-butyl ester C(C)(C)(C)OC(=O)N1[C@@H](CCC1)[C@H](C)O